C(C1=CC=CC=C1)OC(=O)O[C@H]1[C@@H](O[C@@]([C@H]1OC(=O)OCC1=CC=CC=C1)(CO)F)N1C(=O)NC(=O)C=C1 di-O-benzyloxycarbonyl-4'-fluorouridine